FC1=C(C=C(C=C1)[N+](=O)[O-])C1=CN(C2=C(N=CC=C21)OC)C 3-(2-fluoro-5-nitrophenyl)-7-methoxy-1-methyl-1H-pyrrolo[2,3-C]pyridine